tert-butyl 3-(4-(3,3-dimethylbutanamido)-3,5-dimethylphenyl)azetidine-1-carboxylate CC(CC(=O)NC1=C(C=C(C=C1C)C1CN(C1)C(=O)OC(C)(C)C)C)(C)C